[C@H]12CNC[C@@H]2C1COC1=CC(=C(C(=C1)F)C=1C(=NC=2N(C1N[C@H](C)C(C)C)N=CN2)Cl)F 6-(4-(((1R,5S,6R)-3-azabicyclo[3.1.0]hex-6-yl)methoxy)-2,6-difluorophenyl)-5-chloro-N-((R)-3-methylbutan-2-yl)-[1,2,4]triazolo[1,5-a]pyrimidin-7-amine